methyl 6-chloro-1-(cyanomethyl)-1H-pyrrolo[2,3-b]pyridine-4-carboxylate ClC=1C=C(C2=C(N1)N(C=C2)CC#N)C(=O)OC